(2S,4r)-1-((S)-2-(1-fluorocyclopropanecarboxamido)-3,3-dimethylbutyryl)-4-hydroxy-N-(2-hydroxy-4-(4-methylthiazol-5-yl)benzyl)pyrrolidine-2-carboxamide FC1(CC1)C(=O)N[C@H](C(=O)N1[C@@H](C[C@H](C1)O)C(=O)NCC1=C(C=C(C=C1)C1=C(N=CS1)C)O)C(C)(C)C